{3-[3-(difluoromethoxy)phenyl]-1,2,4-oxadiazol-5-yl}-4-fluoro-6-azaspiro[2.5]octane-6-carboxylic acid tert-butyl ester C(C)(C)(C)OC(=O)N1CC(C2(CC2C2=NC(=NO2)C2=CC(=CC=C2)OC(F)F)CC1)F